4-bromo-3-(2,6-dimethylphenoxy)-1-isopropylpyridin-2(1H)-one BrC1=C(C(N(C=C1)C(C)C)=O)OC1=C(C=CC=C1C)C